3,5-dichloro-1-(1-methyl-1H-pyrazol-3-yl)pyrazin-2(1H)-one ClC=1C(N(C=C(N1)Cl)C1=NN(C=C1)C)=O